ClC1=C(C=CC=C1OCCCN1CC(CC1)(C)O)C=1C=C(NN2SC3=C(C2)C=CC=C3)C=CC1 N-(3-(2-chloro-3-(3-(3-hydroxy-3-methylpyrrolidin-1-yl)propoxy)phenyl)anilino)benzisothiazol